tert-butyl-5-bromo-2-(7,8-dimethyl-[1,2,4]triazolo[1,5-a]pyridin-6-yl)-3-isopropyl-1H-pyrrolo[3,2-b]pyridine-1-carboxylate C(C)(C)(C)OC(=O)N1C(=C(C2=NC(=CC=C21)Br)C(C)C)C=2C(=C(C=1N(C2)N=CN1)C)C